C1(CC1)CC=1C=CC(N(C1)CC1=C(N=NN1C)C1=CC=C(C(=N1)CC)O[C@@H]1C[C@H](CCC1)C(=O)O)=O (1S,3S)-3-((6-(5-((5-(cyclopropylmethyl)-2-oxopyridin-1(2H)-yl)methyl)-1-methyl-1H-1,2,3-triazol-4-yl)-2-ethylpyridin-3-yl)oxy)cyclohexanecarboxylic acid